(4-fluorophenyl)(2-((4-(4-methylpiperazin-1-yl)phenyl)amino)-4-((1-methylpiperidin-4-yl)amino)-7H-pyrrolo[2,3-d]pyrimidin-5-yl)methanone FC1=CC=C(C=C1)C(=O)C1=CNC=2N=C(N=C(C21)NC2CCN(CC2)C)NC2=CC=C(C=C2)N2CCN(CC2)C